(4-(3-hydroxyoxetan-3-yl)phenyl)(4-((8-(trifluoromethyl)quinolin-4-yl)oxy)piperidin-1-yl)methanone OC1(COC1)C1=CC=C(C=C1)C(=O)N1CCC(CC1)OC1=CC=NC2=C(C=CC=C12)C(F)(F)F